(3R)-3-{[(5-fluoropyridin-2-yl)oxy]methyl}-2-{[5-methyl-2-(1,3-thiazol-2-yl)phenyl]carbonyl}-2-azabicyclo[3.1.1]heptane FC=1C=CC(=NC1)OC[C@@H]1N(C2CC(C1)C2)C(=O)C2=C(C=CC(=C2)C)C=2SC=CN2